NC1=C(C=C(C=N1)B(O)O)C(NC1CCOCC1)=O (6-amino-5-((tetrahydro-2H-pyran-4-yl)carbamoyl)pyridin-3-yl)boronic acid